1-(tert-butyl) 4-methyl (2R,4R)-2-methylpiperidine-1,4-dicarboxylate C[C@H]1N(CC[C@H](C1)C(=O)OC)C(=O)OC(C)(C)C